N-[(2R,3R)-2-(2-Chloro-5-fluoro-3-methylphenyl)-1-{2-[3-cyclopropyl-5-(trifluoromethyl)-1H-pyrazol-1-yl]acetyl}pyrrolidine-3-yl]pyrazine-2-carboxamide ClC1=C(C=C(C=C1C)F)[C@H]1N(CC[C@H]1NC(=O)C1=NC=CN=C1)C(CN1N=C(C=C1C(F)(F)F)C1CC1)=O